C(C)O[C@H]1CC[C@@H](C2=CC=CC=C12)NCC[C@]1(CCOC2(CCCC2)C1)C1=NC=CC=C1 (1S,4S)-4-ethoxy-N-(2-((R)-9-(pyridin-2-yl)-6-oxaspiro[4.5]dec-9-yl)ethyl)-1,2,3,4-tetrahydronaphthalene-1-amine